6-amino-9-(4-(((4-((dipropylamino)methyl)benzyl)amino)methyl)-2-methoxybenzyl)-2-ethoxy-9H-purin-8-ol NC1=C2N=C(N(C2=NC(=N1)OCC)CC1=C(C=C(C=C1)CNCC1=CC=C(C=C1)CN(CCC)CCC)OC)O